C(C)(C)(C)OC(NC1(CCCC1)C(N(C)OC)=O)=O (1-(methoxy(methyl)carbamoyl)cyclopentyl)carbamic acid tert-butyl ester